2,5-dimethylhexane-3,4-diyl bis(pyrrolidine-1-carboxylate) N1(CCCC1)C(=O)OC(C(C)C)C(C(C)C)OC(=O)N1CCCC1